6-bromo-1H-pyrrolo[3,2-b]pyridine-3-carboxylic acid BrC=1C=C2C(=NC1)C(=CN2)C(=O)O